BrC1=CC2=C(NC(CCO2)=O)C=C1C(=O)OCC ethyl 8-bromo-4-oxo-3,5-dihydro-2H-1,5-benzoxazepine-7-carboxylate